1-Octyl-2,3-dimethylimidazolium chloride [Cl-].C(CCCCCCC)N1C(=[N+](C=C1)C)C